C(C)(C)(C)OC(=O)N[C@@H](C(=O)OC(C)(C)C)CC1=CC=C(C=C1)[N+](=O)[O-] tert-butyl (R)-2-((tert-butoxycarbonyl)amino)-3-(4-nitrophenyl)propanoate